(6-(3-methoxyphenyl)pyridazin-3-yl)-9,9-dimethyl-9,10-dihydroacridine COC=1C=C(C=CC1)C1=CC=C(N=N1)C1=CC=CC=2NC3=CC=CC=C3C(C12)(C)C